(S)-2-amino-5-diethylaminopentane N[C@@H](C)CCCN(CC)CC